7-((4-(2,6-dimethylmorpholino)-3,5-difluorophenyl)amino)-2H-benzo[b][1,4]oxazin-3(4H)-one CC1OC(CN(C1)C1=C(C=C(C=C1F)NC=1C=CC2=C(OCC(N2)=O)C1)F)C